C(C)(C)(C)N(C(O)=O)CC1=C(C=C(C=C1)C1=NC=NN2C1=CC(=C2)Br)C2CC2.OC2=C(C=C(CC1=C(C=C(OCC(=O)NC3=CC=C(C=C3)[N+](=O)[O-])C=C1C)C)C=C2)C(C)C (4-(4-hydroxy-3-isopropylbenzyl)-3,5-dimethylphenoxy)-N-(4-nitrophenyl)acetamide tert-butyl-(4-(6-bromopyrrolo[2,1-f][1,2,4]triazin-4-yl)-2-cyclopropylbenzyl)carbamate